fluorophenethyl-ammonium chloride [Cl-].F[NH2+]CCC1=CC=CC=C1